BrC=1C=CC2=C(N(C=N2)CCCC#N)C1 4-(6-bromo-1H-benzo[d]imidazol-1-yl)butanenitrile